BrC1=C(C=CC(=C1)Cl)C1=CN=CO1 5-(2-bromo-4-chlorophenyl)-1,3-oxazole